7-(aminomethyl)-N-(2,6-dioxopiperidin-3-yl)-2-methyl-1H-benzo[d]Imidazole NCC1=CC=CC2=C1N(C(=N2)C)C2C(NC(CC2)=O)=O